C(#N)C1=C(OC2=CC(=NC=N2)OC2=C(C=CC=C2)/C(/C(=O)OC)=C\OC)C=CC=C1 methyl (E)-2-[2-[6-(2-cyanophenoxy)pyrimidin-4-yloxy] phenyl]3-methoxyacrylate